N[C@@H](C)C(=O)[O-].C[N+]1=CNC=C1 3-methylimidazolium L-alanine salt